(S)-(4-methyloxazol-5-yl)(4-(4-methylpyrazolo[1,5-a]pyridin-2-yl)-6,7-dihydro-1H-imidazo[4,5-c]pyridin-5(4H)-yl)methanone CC=1N=COC1C(=O)N1[C@@H](C2=C(CC1)NC=N2)C2=NN1C(C(=CC=C1)C)=C2